N-(1-hydroxy-3-methylbutan-2-yl)-6-(4-methylphenyl)-2-(1-methyl-1H-pyrazol-4-yl)-3-oxo-2,3-dihydropyridazine-4-carboxamide OCC(C(C)C)NC(=O)C=1C(N(N=C(C1)C1=CC=C(C=C1)C)C=1C=NN(C1)C)=O